(1R,5S)-2-(hydroxymethyl)-3,8-diazabicyclo[3.2.1]octane-8-carboxylic acid tertiary Butyl ester C(C)(C)(C)OC(=O)N1[C@H]2C(NC[C@@H]1CC2)CO